COC1=C(C=C2C(=NC=NC2=C1)NC=1C=C2CCN(C2=CC1)S(=O)(=O)C)OC1CCN(CC1)C(C=C)=O 1-(4-((7-methoxy-4-((1-(methylsulfonyl)indolin-5-yl)amino)quinazolin-6-yl)oxy)piperidin-1-yl)prop-2-en-1-one